CC1=CC=C(C=N1)C(C)(C)N1C[C@](CC1)(C1COC1)CCC1=CC=C(C#N)C=C1 |o1:12| (R or S)-4-(2-(1-(2-(6-methylpyridin-3-yl)propan-2-yl)-3-(oxetan-3-yl)pyrrolidin-3-yl)ethyl)-benzonitrile